mercury thallium barium calcium copper oxide [Cu]=O.[Ca].[Ba].[Tl].[Hg]